3-[(4-dimethylphosphorylphenyl)methoxy]azetidine-1-carboxylic acid tert-butyl ester C(C)(C)(C)OC(=O)N1CC(C1)OCC1=CC=C(C=C1)P(=O)(C)C